4-((1,2,4)triazolo(1,5-a)pyrimidin-7-yl)-N-(5-methoxy-1,3,4-thiadiazol-2-yl)-6-methylnicotinamide N1=CN=C2N1C(=CC=N2)C2=CC(=NC=C2C(=O)NC=2SC(=NN2)OC)C